N-(5-cyclopropyl-1H-pyrazol-3-yl)-2-[1-(1,3-thiazol-5-yl)-1H-pyrazol-3-yl]acetamide C1(CC1)C1=CC(=NN1)NC(CC1=NN(C=C1)C1=CN=CS1)=O